3-Chloro-5-hydrazineylpyridazine ClC=1N=NC=C(C1)NN